FC1=C(CCl)C(=CC=C1)F 2,6-difluorobenzyl chloride